N-(3-chloro-2-fluoro-phenyl)-6-[(3S)-pyrrolidin-3-yl]quinazolin-4-amine ClC=1C(=C(C=CC1)NC1=NC=NC2=CC=C(C=C12)[C@H]1CNCC1)F